tert-butyl 3-(6-methyl-4-(((trifluoromethyl)sulfonyl)oxy)pyridin-2-yl)azetidine-1-carboxylate CC1=CC(=CC(=N1)C1CN(C1)C(=O)OC(C)(C)C)OS(=O)(=O)C(F)(F)F